potassium 4,5-dicyano-2-trifluoromethylimidazole potassium [K].C(#N)C=1N=C(NC1C#N)C(F)(F)F.[K]